FC1=CC=C(C=C1)[C@@H]1N(CCC2=CC=CC=C12)C(C(C1CN2CCC1CC2)O)=O 1-((S)-1-(4-fluorophenyl)-3,4-dihydroisoquinolin-2(1H)-yl)-2-hydroxy-2-(quinuclidin-3-yl)ethanone